FC(C1=NNC=C1C=1C=C2C=CN(C(C2=CC1)=O)CC=1C=C(C(=O)NCC2COC2)C=C(C1)F)F 3-((6-(3-(Difluoromethyl)-1H-pyrazol-4-yl)-1-oxoisoquinolin-2(1H)-yl)methyl)-5-fluoro-N-(oxetan-3-ylmethyl)benzamide